3-chloro-N-(1-(4-chlorophenyl)-2,2,2-trifluoroethyl)imidazo[1,2-a]pyridine-6-sulfonamide ClC1=CN=C2N1C=C(C=C2)S(=O)(=O)NC(C(F)(F)F)C2=CC=C(C=C2)Cl